2-Ethoxy-3-(4-{2-[2-methyl-5-(4-methylthiophenyl)-pyrrol-1-yl]-ethoxy}-phenyl)-propionic acid Iron [Fe].C(C)OC(C(=O)O)CC1=CC=C(C=C1)OCCN1C(=CC=C1C1=CC=C(C=C1)SC)C